1-(5-(piperidin-1-ylmethyl)furan-2-yl)ethan-1-one N1(CCCCC1)CC1=CC=C(O1)C(C)=O